C1(CCCCCCCCCCCCCC1)C(=O)OCCCCCC(CCCCCSCC(CCCCCC)OC(CCC1CCCCC1)=O)OC(CCCN(C)C)=O 11-((2-((3-Cyclohexylpropanoyl)oxy)octyl)thio)-6-((4-(dimethylamino)butanoyl)-oxy)-undecyl cyclopentadecanecarboxylate